1-[2-[(E)-3-(4-Hydroxyphenyl)prop-2-enoyl]phenyl]-3-(4-methylphenyl)sulfonylurea OC1=CC=C(C=C1)/C=C/C(=O)C1=C(C=CC=C1)NC(=O)NS(=O)(=O)C1=CC=C(C=C1)C